4-bromo-4'-chloro-1,1'-biphenyl BrC1=CC=C(C=C1)C1=CC=C(C=C1)Cl